2-([1,1'-biphenyl]-4-yl)-4-(3'-chloro-[1,1'-biphenyl]-4-yl)-6-phenyl-1,3,5-triazine C1(=CC=C(C=C1)C1=NC(=NC(=N1)C1=CC=C(C=C1)C1=CC(=CC=C1)Cl)C1=CC=CC=C1)C1=CC=CC=C1